C(#N)C1=C(N=C2N(C1=O)C=C(C=C2[C@@H](C)NC2=C(C(=O)O)C=CC=C2)C)N2C(CN(CC2)C2=CC=C(C=C2)C#N)C 2-(((1R)-1-(3-cyano-2-(4-(4-cyanophenyl)-2-methylpiperazin-1-yl)-7-methyl-4-oxo-4H-pyrido[1,2-a]pyrimidin-9-yl)ethyl)amino)benzoic acid